CC1=CC2=NC=CC(=C2S1)OC1CCN(CC1)C(=O)OC(C)(C)C tert-Butyl 4-((2-methylthieno[3,2-b]pyridin-7-yl)oxy)piperidin-1-carboxylate